O6-methylguanosine-5'-triphosphate P(O)(=O)(OP(=O)(O)OP(=O)(O)O)OC[C@@H]1[C@H]([C@H]([C@@H](O1)N1C=NC=2C(OC)=NC(N)=NC12)O)O